S1C(=NC2=C1C=CC=C2)C=2C(=C(C=CC2)NC(C2=C(C=C(C=C2)[N+](=O)[O-])C(F)(F)F)=O)C N-(3-(benzo[d]thiazol-2-yl)-2-methylphenyl)-4-nitro-2-(trifluoromethyl)benzamide